NC1=C2C=C(NC2=CC=C1)C(=O)OC(C)(C)C 4-amino-t-butoxycarbonyl-indole